[(3R,9aS)-3-hydroxy-3-[6-(trifluoromethyl)pyridin-3-yl]-1,4,6,7,9,9a-hexahydropyrazino[2,1-c][1,4]oxazin-8-yl]-[2-chloro-3-(3-fluoro-1H-pyrazol-4-yl)phenyl]methanone O[C@]1(CN2[C@H](CO1)CN(CC2)C(=O)C2=C(C(=CC=C2)C=2C(=NNC2)F)Cl)C=2C=NC(=CC2)C(F)(F)F